FC=1C=C(C=C(C1)F)NC(=O)C1(OCC1)C(=O)N[C@H]1C=C[C@H](C1)C(=O)OC methyl (1S,4R)-4-[[2-[(3,5-difluorophenyl)carbamoyl]oxetane-2-carbonyl]amino]cyclopent-2-ene-1-carboxylate